carbene-manganese C=[Mn]